tert-Butyl ((1r,4r)-4-(4-amino-2-(4-methoxy-1-methyl-6-oxo-1,6-dihydropyridin-3-yl)phenoxy)cyclohexyl)carbamate NC1=CC(=C(OC2CCC(CC2)NC(OC(C)(C)C)=O)C=C1)C1=CN(C(C=C1OC)=O)C